6-hydroxy-4-methyl-7-({4-[4-(trifluoromethyl)piperidin-1-yl]phenyl}amino)-2H-1,4-benzoxazin-3-one OC=1C(=CC2=C(N(C(CO2)=O)C)C1)NC1=CC=C(C=C1)N1CCC(CC1)C(F)(F)F